CN(C1=CC=C(C(=O)NC2=NC=C(C=C2)N2CCN(CC2)C2=NC=CC=C2)C=C1)C 4-(Dimethylamino)-N-(5-(4-(pyridin-2-yl)piperazin-1-yl)pyridin-2-yl)benzamid